6-(HYDROXYMETHYL)-3-PYRIDINECARBOXALDEHYDE OCC1=CC=C(C=N1)C=O